(R)-3-(3-methylmorpholino)-5-(1H-pyrazol-5-yl)-1-(tetrahydropyran-4-yl)pyrido[3,4-b]pyrazin-2(1H)-one C[C@@H]1COCCN1C=1C(N(C2=C(N1)C(=NC=C2)C2=CC=NN2)C2CCOCC2)=O